C1(=CC=C(C=C1)CC(=O)N1C[C@@H](CC[C@@H]1C)C(=O)OC)C1=CC=CC=C1 Methyl (3R,6S)-1-(2-([1,1'-biphenyl]-4-yl)acetyl)-6-methylpiperidine-3-carboxylate